C(C)OC(=O)C1=NN(C(=C1CCN[C@@H]1C(N(C2=C(OC1)C=C1CCCCC1=C2)C)=O)Cl)CC2=CC=CC=C2 (S)-1-benzyl-5-chloro-4-(2-((5-methyl-4-oxo-2,3,4,5,7,8,9,10-octahydronaphtho[2,3-b][1,4]oxazepin-3-yl)amino)ethyl)-1H-pyrazole-3-carboxylic acid ethyl ester